BrC1=C(CN(CC(=O)Cl)S(=O)(=O)CC2=CC=CC=C2)C=CC=C1 N-(2-bromobenzyl)-N-toluenesulfonyl-glycyl chloride